4-methyl-3,4-dihydropyrazine CN1CC=NC=C1